COC(=O)C=1C=CC(=C2C1CC(O2)CI)[N+](=O)[O-] 2-(iodomethyl)-7-nitro-2,3-dihydrobenzofuran-4-carboxylic acid methyl ester